NC1CCC(CC1)N\C(\C1=CC=CC=C1)=C\1/C(NC2=CC(=CC=C12)C(N)=O)=O 3-Z-[1-(4-amino-cyclohexyl-amino)-1-phenyl-methylene]-6-carbamoyl-2-indolinone